ClC=1C=CC(=NC1)C(CC(C(=O)OCC)(C(=O)OCC)O)=O Diethyl [2-(5-chloropyridin-2-yl)-2-oxoethyl](hydroxy)malonate